prolyl-L-histidine N1[C@@H](CCC1)C(=O)N[C@@H](CC1=CNC=N1)C(=O)O